N2-(1-methylpiperidin-4-yl)-7-(trifluoromethyl)pyrido[2,3-d]pyrimidine-2,4-diamine CN1CCC(CC1)NC=1N=C(C2=C(N1)N=C(C=C2)C(F)(F)F)N